ClC=1C(=CC2=CN(N=C2C1)C)N=C1NC(N(C(N1CC1=C(C=C(C(=C1)F)F)F)=O)CC1=NN(C=N1)C)=O 6-[(6-chloro-2-methyl-2H-indazol-5-yl)imino]-3-[(1-methyl-1H-1,2,4-triazol-3-yl)methyl]-1-(2,4,5-trifluorobenzyl)-1,3,5-triazinE-2,4(1H,3H)-dione